FC(C1=C(C(=O)O)C(=CC=C1)C1(CC1)C(F)(F)F)F 2-(Difluoromethyl)-6-(1-(trifluoromethyl)cyclopropyl)benzoic acid